BrC=1C(=NC(=NC1)NC1=C(C=C(C=C1)N1CCN(CC1)C)CC)NCCCN1CCOCCC1=O 4-(3-((5-bromo-2-((2-ethyl-4-(4-methylpiperazin-1-yl)phenyl)amino)pyrimidin-4-yl)amino)propyl)-1,4-oxazepan-5-one